N(CCO)CCO.C(CCCCCCCCCCCCCCCCC)(=O)O stearic acid diethanolamine salt